FC(\C(=C(/C(F)(F)F)\C)\CF)(F)F (Z)-1,1,1,4,4,4-Hexafluoro-2-fluoromethyl-3-methyl-but-2-ene